NC=1C=2N(C3=CC(=C(C=C3N1)F)C(=O)N(CC1=C(C=C(C=C1)C(F)(F)F)F)C1=C3N(N=C1)CCC3)C=NC2 4-amino-N-(5,6-dihydro-4H-pyrrolo[1,2-b]pyrazol-3-yl)-7-fluoro-N-(2-fluoro-4-(trifluoromethyl)benzyl)imidazo[1,5-a]quinoxaline-8-carboxamide